sodium cyanoboranuid C(#N)[BH3-].[Na+]